N[C@@H]1[C@H]([C@H]([C@H](O[C@@H]1CCC)COC)O)O (2R,3R,4R,5R,6R)-5-amino-2-(methoxymethyl)-6-propyltetrahydro-2H-pyran-3,4-diol